allo-threonine N[C@@H]([C@@H](O)C)C(=O)O